3-(2-methoxyethoxy)propanoic acid COCCOCCC(=O)O